7-amino-8-cyano-6-(3-methoxy-2,6-dimethylphenyl)-5-oxo-5,6-dihydro-1,6-naphthyridine-2-carboxylic acid methyl ester COC(=O)C1=NC=2C(=C(N(C(C2C=C1)=O)C1=C(C(=CC=C1C)OC)C)N)C#N